4-(4-(1-(3-chloro-4-(trifluoromethyl)phenyl)-5-(trifluoromethyl)-1H-1,2,3-triazole-4-carboxamido)phenoxy)-N-propylpicolinamide ClC=1C=C(C=CC1C(F)(F)F)N1N=NC(=C1C(F)(F)F)C(=O)NC1=CC=C(OC2=CC(=NC=C2)C(=O)NCCC)C=C1